ClC=1C(=NC(=NC1)C)C1=CC=CC=2N(C=NC21)S(=O)(=O)C2=CC=C(C)C=C2 4-(5-Chloro-2-methylpyrimidin-4-yl)-1-(p-toluenesulfonyl)-1H-benzo[d]imidazole